FC=1C=C2C(=NC1)NC=C2CCN2CCCC2 5-fluoro-3-(2-(pyrrolidin-1-yl)ethyl)-1H-pyrrolo[2,3-b]pyridine